5-chloro-2-{4-[(4-methylpiperazin-1-yl)methyl]phenyl}-2H-indazole-7-carboxamide ClC1=CC2=CN(N=C2C(=C1)C(=O)N)C1=CC=C(C=C1)CN1CCN(CC1)C